2,4-di-tert-butyl-phenylpropionate C(C)(C)(C)C1=C(C=CC(=C1)C(C)(C)C)OC(CC)=O